C(C)(=O)NC1=CC=C(C=N1)C1=CN=C2N1C=C(N=C2C)C(=O)N(C)C2=CC(=C(C=C2)F)F 3-(6-acetamido-3-pyridyl)-N-(3,4-difluorophenyl)-N,8-dimethyl-imidazo[1,2-a]pyrazine-6-carboxamide